NC1=NC=CC(=N1)C=1C=C(C=CC1O)NC1=C(C=C(C=C1)NC(=O)C=1C(N(C=CC1OC)C1=CC=C(C=C1)F)=O)F N-(4-((3-(2-aminopyrimidin-4-yl)-4-hydroxyphenyl)Amino)-3-fluorophenyl)-1-(4-fluorophenyl)-4-methoxy-2-oxo-1,2-dihydropyridine-3-carboxamide